3-ethyl-7-isopropyl-3,7-dihydro-4H-pyrrolo[2,3-d]pyrimidin-4-one C(C)N1C=NC2=C(C1=O)C=CN2C(C)C